(+)-(1R,2S,4S,5R)-5,10-dihydroxyborneol O[C@H]1[C@H]2C[C@@H]([C@](C1)(C2(C)C)CO)O